N-[3-chloro-4-[4-(3-hydroxypyrrolidine-3-carbonyl)piperazine-1-carbonyl]phenyl]-5-(2,3-difluoro-4-methoxy-phenyl)-1-methyl-imidazole-2-carboxamide ClC=1C=C(C=CC1C(=O)N1CCN(CC1)C(=O)C1(CNCC1)O)NC(=O)C=1N(C(=CN1)C1=C(C(=C(C=C1)OC)F)F)C